C(C1=CC=CC=C1)OC1=C(C(=C(C=C1)C#CC1CC12CCN(CC2)C(=O)OC(C)(C)C)F)N2S(NC(C2)=O)(=O)=O tert-butyl 2-[2-[4-benzyloxy-2-fluoro-3-(1,1,4-trioxo-1,2,5-thiadiazolidin-2-yl)phenyl]ethynyl]-6-azaspiro[2.5]octane-6-carboxylate